1-(6-chloro-4-methyl-3-pyridyl)-3-[(1S)-1-(2-pyrimidin-2-yl-1,2,4-triazol-3-yl)ethyl]urea ClC1=CC(=C(C=N1)NC(=O)N[C@@H](C)C=1N(N=CN1)C1=NC=CC=N1)C